6-(2-hydroxy-2-methylpropoxy)-4-(6-(6-(6-methoxypicolinoyl)-3,6-diazabicyclo[3.1.1]heptan-3-yl)pyridin-3-yl)pyrazolo[1,5-a]pyridine-3-carbonitrile OC(COC=1C=C(C=2N(C1)N=CC2C#N)C=2C=NC(=CC2)N2CC1N(C(C2)C1)C(C1=NC(=CC=C1)OC)=O)(C)C